O1CCN(CC1)C(CNC1=C(C=C(N)C=C1)C(F)(F)F)C 4-((2-morpholinopropyl)amino)-3-(trifluoromethyl)aniline